N-(4-((4-(3-(2,6-dioxopiperidin-3-yl)benzyl)piperazin-1-yl)methyl)-3-(trifluoromethyl)phenyl)-3-(imidazo[1,2-b]pyridazin-3-ylethynyl)-4-methylbenzamide O=C1NC(CCC1C=1C=C(CN2CCN(CC2)CC2=C(C=C(C=C2)NC(C2=CC(=C(C=C2)C)C#CC2=CN=C3N2N=CC=C3)=O)C(F)(F)F)C=CC1)=O